C(C1=CC=CC=C1)OC(=O)NC[C@H](CC(=O)OC)O methyl (3S)-4-{[(benzyloxy)carbonyl]amino}-3-hydroxybutanoate